N/C(/NC)=N/C1=NC=C(C(=O)N(CC2=CC=C(C=N2)C=2C=NC(=CC2)N2CCN(CC2)C)[C@H](C)C2=C(C=CC=C2)F)C=C1 (R,Z)-6-((amino(methylamino)methylene)amino)-N-(1-(2-fluorophenyl)ethyl)-N-((6'-(4-methylpiperazin-1-yl)-[3,3'-bipyridyl]-6-yl)methyl)nicotinamide